OCCN(CCO)CCO 2-[bis(2-hydroxyethyl)amino]ethane-1-ol